C(CCCCCCCCCCCCCCCCCCCCCCCCCCCCCCCCCCCCCCCCCCCCCCCCCCCCCCCCCCCCC(=O)N)(=O)N hexamethylenebismontanic acid amide